3,5-difluoro-4-{[3-(propan-2-yl)-1-{[2-(trimethylsilyl)ethoxy]methyl}-1H-pyrrolo[2,3-b]pyridin-4-yl]oxy}aniline FC=1C=C(N)C=C(C1OC1=C2C(=NC=C1)N(C=C2C(C)C)COCC[Si](C)(C)C)F